2-Methoxymethyl-para-phenylendiamin COCC1=C(C=CC(=C1)N)N